FC(C1=CC=C(C(=O)ON=C2COC2)C=C1)(F)F oxetan-3-one-O-(4-(trifluoromethyl)benzoyl) oxime